FC=1C=CC(=C(CN(C(C(C)(C)C)=O)CC(NC=2C=C3CC4(C(NC5=NC=CC=C54)=O)CC3=CC2)=O)C1)CNC N-(5-Fluoro-2-((methylamino)methyl)benzyl)-N-(2-oxo-2-((2'-oxo-1,1',2',3-tetrahydrospiro[indene-2,3'-pyrrolo[2,3-b]pyridin]-5-yl)amino)ethyl)pivalamide